FC1(OC2=C(O1)C=CC=C2CNC(=O)NC2CC1(C2)CCC1)F 1-(2,2-Difluoro-benzo[1,3]dioxol-4-ylmethyl)-3-spiro[3.3]hept-2-yl-urea